4-amino-8-(trans-4-aminocyclohexyloxy)-N-(cyanomethyl)-5,5-dimethyl-6H-benzo[H]quinazoline-7-carboxamide NC1=NC=NC=2C=3C(CC(C12)(C)C)=C(C(=CC3)O[C@@H]3CC[C@H](CC3)N)C(=O)NCC#N